C(CCC(C)C)C(C(=O)O)CCCCCC(C)C 2-isohexyl-8-methylnonanoic acid